BrC1=C(C(=CC=C1)C)CBr 1-bromo-2-(bromomethyl)-3-methylbenzene